Ethyl (3aR,10aR)-8-((3-cyano-4-fluorophenyl)carbamoyl)-7-methyl-3a,4,10,10a-tetrahydro-1H,7H-dipyrrolo[3,4-b:3',4'-f][1,4,5]oxathiazocine-2(3H)-carboxylate 5,5-dioxide C(#N)C=1C=C(C=CC1F)NC(=O)C=1N(C=C2C1OC[C@H]1[C@@H](NS2(=O)=O)CN(C1)C(=O)OCC)C